1,3-dimethylphenol CC1(CC(=CC=C1)C)O